(3R,7R)-2-(3,4-dichlorobenzoyl)-3,7-dimethyl-9-((S*)-1-(5-methyl-1,3,4-oxadiazol-2-yl)ethyl)-1,2,3,4,8,9-hexahydropyrido[4',3':3,4]pyrazolo[1,5-a]pyrazin-10(7H)-one ClC=1C=C(C(=O)N2CC=3C(=NN4C3C(N(C[C@H]4C)[C@@H](C)C=4OC(=NN4)C)=O)C[C@H]2C)C=CC1Cl |o1:18|